COC(=O)C=1C(=NC(=CC1Cl)Cl)N 2-amino-4,6-dichloro-pyridine-3-carboxylic acid methyl ester